6-[5-(cyclopropylmethyl)-4,5-dihydro-1'H,3H-spiro[1,5-benzoxazepine-2,4'-piperidine]-1'-yl]-N-(2-hydroxy-2-pyridin-3-ylethyl)pyridazine-3-carboxamide C1(CC1)CN1CCC2(CCN(CC2)C2=CC=C(N=N2)C(=O)NCC(C=2C=NC=CC2)O)OC2=C1C=CC=C2